1-((S)-1-(3-chloro-5-fluoro-2-((4-(4-fluoro-1H-pyrazol-1-yl)-2-methylquinolin-8-yloxy)methyl)phenyl)ethyl)-3-ethyl-5-methylimidazolidine-2,4-dione ClC=1C(=C(C=C(C1)F)[C@H](C)N1C(N(C(C1C)=O)CC)=O)COC=1C=CC=C2C(=CC(=NC12)C)N1N=CC(=C1)F